NC1=CC(=C(C=2CCOC21)Br)C(=O)OC methyl 7-amino-4-bromo-2,3-dihydrobenzofuran-5-carboxylate